fructosylvaline OCC1([C@@H](O)[C@H](O)[C@H](O1)CO)N[C@@H](C(C)C)C(=O)O